C(C)SC1=C(C(=CC(=C1)N1CC2=CC=C(C=C2C(C1)([2H])[2H])F)C)NC(CC(C)(C)C)=O N-(2-(ethylsulfanyl)-4-(6-fluoro-3,4-dihydroisoquinolin-2(1H)-yl-4,4-d2)-6-methylphenyl)-3,3-dimethylbutyramide